tridecamethylenebis(ethyldimethylammonium) C(C)[N+](CCCCCCCCCCCCC[N+](C)(C)CC)(C)C